C1=CN=C(N=C1)C=O Pyrimidal